methyl-6-hydroxychroman CC1OC2=CC=C(C=C2CC1)O